(1-((3-(Fluoromethyl)azetidin-1-yl)methyl)cyclopropyl)methanol FCC1CN(C1)CC1(CC1)CO